CN1C(CCC12CCC(CC2)C2CC21NCCC(C1)C(=O)N)=O ((5S,8s)-1-methyl-2-oxo-1-azaspiro[4.5]decan-8-yl)-4-azaspiro[2.5]octane-7-carboxamide